benzyl 2,4-dioxo-1,3,8-triazaspiro[4.5]decane-8-carboxylate O=C1NC2(C(N1)=O)CCN(CC2)C(=O)OCC2=CC=CC=C2